(1S,2R,3S,5R)-3-(2-(1,3-dihydroisoxazolo[3,4-b]quinolin-7-yl)ethyl)-5-(7H-pyrrolo[2,3-d]pyrimidin-7-yl)cyclopentane-1,2-diol N1OCC=2C1=NC1=CC(=CC=C1C2)CC[C@@H]2[C@H]([C@H]([C@@H](C2)N2C=CC1=C2N=CN=C1)O)O